FC(CC=C)(F)C1CCN(CC1)C(=O)OC(C)(C)C tert-butyl 4-(1,1-difluorobut-3-en-1-yl)piperidine-1-carboxylate